phenoxynicotinic acid O(C1=CC=CC=C1)C1=C(C(=O)O)C=CC=N1